CN(CC(CCCCCCCCC=CCC=CCCCCC)CCCCCCCC\C=C/C\C=C/CCCCC)C N,N-dimethyl-2-((9Z,12Z)-octadeca-9,12-dien-1-yl)eicosa-11,14-dien-1-amine